(1R,2R)-N-(((2R,3R,4R,5S)-3,4-dihydroxy-5-((6-(trifluoromethyl)pyrazin-2-yl)amino)tetrahydro-2H-pyran-2-yl)methyl)-2-fluorocyclopropane-1-carboxamide O[C@H]1[C@H](OC[C@@H]([C@H]1O)NC1=NC(=CN=C1)C(F)(F)F)CNC(=O)[C@@H]1[C@@H](C1)F